C1(CCCCC1)C1=NC2=CC=C(C=C2C(N1CCOC)=O)[N+](=O)[O-] 2-cyclohexyl-3-(2-methoxyethyl)-6-nitroquinazolin-4(3H)-one